phenoxy-[1,1':3',1''-terphenyl] O(C1=CC=CC=C1)C1=C(C=CC=C1)C1=CC(=CC=C1)C1=CC=CC=C1